C(C1=CC=CC=C1)N1C(=CC=2C=NC(=CC21)NC2=CC=C(C=C2)N2CCN(CC2)C)C=2C=NC=CC2 1-benzyl-N-[4-(4-methylpiperazin-1-yl)phenyl]-2-(3-pyridyl)pyrrolo[3,2-c]pyridin-6-amine